ClC1=CC(=CC=2N(C(OC21)=O)C)C2=CC=C(C=C2)C[C@@H](C#N)NC(=O)[C@H]2OCCCNC2 (2S)-N-{(1S)-2-[4-(7-Chloro-3-methyl-2-oxo-2,3-dihydro-1,3-benzoxazol-5-yl)phenyl]-1-cyanoethyl}-1,4-oxazepane-2-carboxamide